(S)-tert-Butyl 4-(6-(5-Bromo-1-methyl-2-oxo-1,2-dihydropyridin-3-ylamino) pyridin-3-yl)-3-ethylpiperazine-1-carboxylate BrC=1C=C(C(N(C1)C)=O)NC1=CC=C(C=N1)N1[C@H](CN(CC1)C(=O)OC(C)(C)C)CC